CC1=C(C(NC(=C1)C)=O)CC1=C(C(=C(C(=O)N)C=C1O[C@@H]1C[C@H](C1)N1C[C@@H](O[C@@H](C1)C)C)C)NC1CCOCC1 ((4,6-dimethyl-2-oxo-1,2-dihydropyridin-3-yl)methyl)-5-(trans-3-(cis-2,6-dimethylmorpholino)cyclobutoxy)-2-methyl-3-((tetrahydro-2H-pyran-4-yl)amino)benzamide